OCC1=CC=C(C=C1)/C=C/S(=O)(=O)F (E)-2-(4-(hydroxymethyl)phenyl)ethene-1-sulfonyl fluoride